(3S)-3-[(3-acetyl-6-chloro-2-pyridinyl)oxy]pyrrolidine-1-carboxylic acid tert-butyl ester C(C)(C)(C)OC(=O)N1C[C@H](CC1)OC1=NC(=CC=C1C(C)=O)Cl